methyl 6-chloro-7-fluoro-4-formyl-1H-indole-2-carboxylate ClC1=CC(=C2C=C(NC2=C1F)C(=O)OC)C=O